1-pentadecanoyl-2-(9Z-nonadecenoyl)-glycero-3-phospho-(1'-sn-glycerol) CCCCCCCCCCCCCCC(=O)OC[C@H](COP(=O)(O)OC[C@H](CO)O)OC(=O)CCCCCCC/C=C\CCCCCCCCC